styrenesulfonic acid lithium salt [Li+].C(=CC1=CC=CC=C1)S(=O)(=O)[O-]